C(C)(C)C=1C(=C(C=CC1)N=C=N)C(C)C di-isopropylphenylcarbodiimide